NC1=C2C(=NC=N1)N(N=C2C2=CC=C(C=C2)CNC(=O)C=2C(=NC=CC2)OC)C2CCCC2 N-[[4-(4-amino-1-cyclopentyl-pyrazolo[3,4-D]pyrimidin-3-yl)phenyl]methyl]-2-methoxy-pyridine-3-carboxamide